C(C)C=1N=C2N(C=C(C=C2)C2CCN(CC2)S(=O)(=O)C)C1N(C=1SC(=C(N1)C1=CC=C(C=C1)F)C(=O)N)C 2-((2-ethyl-6-(1-(methylsulfonyl)piperidin-4-yl)imidazo[1,2-a]pyridin-3-yl)(methyl)amino)-4-(4-fluorophenyl)thiazole-5-carboxamide